1-(2-(isoindoline-2-yl)benzo[d]oxazol-6-yl)-4-oxo-6-(4-(pyrrolidin-1-yl)phenyl)-1,4-Dihydropyridine-3-carboxylic acid C1N(CC2=CC=CC=C12)C=1OC2=C(N1)C=CC(=C2)N2C=C(C(C=C2C2=CC=C(C=C2)N2CCCC2)=O)C(=O)O